CC1(C=CCC(C(CCC(=CC1)C)O)=C)C 6,6,9-trimethyl-2-methylene-4,8-cycloundecadien-1-ol